C(C1=CC=CC=C1)OC(=O)NCCCOC1=C(C(=O)OCC)C=CC=C1 Ethyl 2-(3-(((benzyloxy)carbonyl)amino)propoxy)benzoate